ClC1=C2C3=C(N=CN=C3C(=C1C1=C3C=NNC3=CC=C1C)F)N1[C@H](CO2)CNCC1 (8aS)-6-Chloro-4-fluoro-5-(5-methyl-1H-indazol-4-yl)-8,8a,9,10,11,12-hexahydropyrazino[2',1':3,4][1,4]oxazepino[5,6,7-de]quinazoline